FC1(CCC(CC1)NC1=NC(=NC(=C1)C)CN1N=CC=C1C)F N-(4,4-difluorocyclohexyl)-6-methyl-2-((5-methyl-1H-pyrazol-1-yl)methyl)pyrimidin-4-amine